CN(C1=CC=C(C(=O)C2=CC=CC=C2)C=C1)C 4-dimethylamino-benzophenone